N,N'-ethylenebis(L-aspartic acid) C(CN[C@@H](CC(=O)O)C(=O)O)N[C@@H](CC(=O)O)C(=O)O